C12(CC1)CC=1C(=NC=CC1)C2=O spiro(cyclopenta[b]pyridin-6,1'-cyclopropane)-7(5H)-one